(E)-3-(2-((4-(2-(4-chlorophenyl)-2,3-dihydrobenzo[b][1,4]dioxin-5-yl)piperidin-1-yl)methyl)-1-(oxazol-5-ylmethyl)-1H-imidazol-5-yl)acrylate ClC1=CC=C(C=C1)C1COC2=C(O1)C=CC=C2C2CCN(CC2)CC=2N(C(=CN2)/C=C/C(=O)[O-])CC2=CN=CO2